(E)-4-(3,5-Difluorostyryl)N,N-dimethylaniline FC=1C=C(/C=C/C2=CC=C(N(C)C)C=C2)C=C(C1)F